C(C)(C)(C)OC(=O)NC1CCC(CC1)N(C(OC(C)(C)C)=O)CC(C1=CC=CC=C1)C=1SC(=C(C1)C1=C(C=CC=C1)C(N)=O)Cl tert-butyl ((1r,4r)-4-((tert-butoxycarbonyl)amino)cyclohexyl)(2-(4-(2-carbamoyl-phenyl)-5-chlorothiophen-2-yl)-2-phenylethyl)carbamate